C(C)(C)(C)OC(=O)N1CCN(CC1)C1=NC=C(C=C1)NC=1C(=NC(=CC1)OCC1=CC=CC=C1)OCC1=CC=CC=C1 4-[5-(2,6-bis-benzyloxy-pyridin-3-ylamino)-pyridin-2-yl]-piperazine-1-carboxylic acid tert-butyl ester